COP(=O)C1=CC=C(C=C1)C1=C(C=CC=C1)C methyl-p-tolylphenylphosphinate